3-methyl-1-(3-methyl-1-tosyl-1H-indol-6-yl)-1H-pyrazol-5(4H)-one CC1=NN(C(C1)=O)C1=CC=C2C(=CN(C2=C1)S(=O)(=O)C1=CC=C(C)C=C1)C